iodotrimethyl-lambda6-sulfanone IS(=O)(C)(C)C